C(CC(=C)C)C1=C(C=C(C=C1O)O)CCC1=CC(=C(C=C1)O)O 2-isopentenyl-3,3',4',5-tetrahydroxybibenzyl